C1=CC=CC=2S(C3=CC=CC=C3NC12)=N phenothiazine-imine